7-(4-chloro-3-fluorophenyl)-5-cyclopentyl-5,6,7,8-tetrahydro-2,7-naphthyridine-3-carboxylic acid ethyl ester C(C)OC(=O)C=1N=CC=2CN(CC(C2C1)C1CCCC1)C1=CC(=C(C=C1)Cl)F